C(C)(C)(C)OC(=O)N1C2=C(C3=CC=CC=C13)C=NC=N2 9H-pyrimido[4,5-b]indole-9-carboxylic acid tert-butyl ester